4-(8-isopropyl-3,8-diazabicyclo[3.2.1]octane-3-yl)aniline C(C)(C)N1C2CN(CC1CC2)C2=CC=C(N)C=C2